CCCCCCCCCCCCCCCCCC(=O)OC[C@H](COP(=O)([O-])OCC[N+](C)(C)C)OC(=O)CCCC/C=C\\C/C=C\\C/C=C\\C/C=C\\C/C=C\\CCC The molecule is a phosphatidylcholine 40:5 in which the acyl groups at C-1 and C-2 are octadecanoyl and (6Z,9Z,12Z,15Z,18Z)-docosapentaenoyl respectively. It is a phosphatidylcholine 40:5 and a phosphatidylcholine (18:0/22:5). It derives from an octadecanoic acid.